tert-butyl N-[2-[2-(4-amino-2-chlorophenyl)ethoxy]ethyl]-N-methylcarbamate NC1=CC(=C(C=C1)CCOCCN(C(OC(C)(C)C)=O)C)Cl